methyl 2-(6-Cyclopropylpyridin-3-yl)-8-methoxy-2,3-dihydrobenzo[B][1,4]dioxin-6-carboxylate C1(CC1)C1=CC=C(C=N1)C1COC2=C(O1)C(=CC(=C2)C(=O)OC)OC